pentyl terephthalate C(C1=CC=C(C(=O)[O-])C=C1)(=O)OCCCCC